C(CCCCCCCCCCCCC\C=C/CCCCCCCC)(=O)O.CCCCCCCCCCCCCCCCCCCCC heneicosane nervonate